C(C)(C)(C)C1=CC=C(C=C1)C=1OC=NN1 2-(4-(tert-butyl)phenyl)-1,3,4-oxadiazole